8-amino-1-(cyanomethyl)-4,4-dimethyl-N-(4-methyl-1,3-thiazol-2-yl)-4,5-dihydro-1H-pyrazolo[4,3-H]quinazoline-3-carboxamide NC1=NC=2C3=C(C(CC2C=N1)(C)C)C(=NN3CC#N)C(=O)NC=3SC=C(N3)C